O\N=C(/N)\C1(CC1)C1=CC=CC=C1 (Z)-N'-hydroxy-1-phenylcyclopropanecarboxamidine